COC(C(=CC1=CC=CC=C1)C(=O)OC)=O α-carbomethoxycinnamic acid methyl ester